COC1CCNC1 4-methoxypyrrolidin